ClC1=CC(=C(C(=N1)C)OC)\C=C\C1CCC(CC1)C(F)(F)F 6-chloro-3-methoxy-2-methyl-4-((E)-2-(4-(trifluoromethyl)cyclohexyl)vinyl)pyridine